8-phenyl-12-trifluoromethyl-3H-benzo[d]naphtho[1,2-b]azepine C1(=CC=CC=C1)C1=CC=CC=2C=3C(=NC=CC21)C2=CCC=CC2=CC3C(F)(F)F